p-tolyl (2,3,4-trihydroxyphenyl) ketone OC1=C(C=CC(=C1O)O)C(=O)C1=CC=C(C=C1)C